para-(tert-butyl)phenol disulfide C(C)(C)(C)C12C(C3C(C=C1)(O)S3)S2